OCC1(CC1)NC(C)=O N-(1-(hydroxymethyl)cyclopropyl)acetamide